NC1=CC(=CC(=N1)C(=O)N1CC2=CC=CC=C2C1)NC1=C(C=CC=C1)O (6-Amino-4-((2-hydroxyphenyl)amino)pyridin-2-yl)(isoindolin-2-yl)methanone